COC(=O)C=1C(N(C2=CC(=CC=C2C1N)Br)C1=CC(=C(C=C1)N)C)=O 4-Amino-1-(4-amino-3-methylphenyl)-7-bromo-2-oxo-1,2-dihydroquinoline-3-carboxylic acid methyl ester